(3Z)-1-iodo-10,10-dimethoxy-3-decene ICC\C=C/CCCCCC(OC)OC